7-bromo-5-fluoro-2,3-dihydrospiro[indene-1,2'-[1,3]dithiolane] BrC=1C=C(C=C2CCC3(SCCS3)C12)F